C(C)(C)(C)OP(=O)(OC(C)(C)C)OC1=C(C(=CC=C1P(=O)(OC(C)C)OC(C)C)C)C(CC(=O)O)(C)C 3-(2-((Di-tert-butoxyphosphoryl)oxy)(diisopropoxyphosphoryl)-6-methylphenyl)-3-methylbutanoic acid